Cl.O1CCNCC(C1)NC1=NN=C(C=2N1C=CC2)C2=C(C=C(C=C2)C(F)(F)F)O 2-(4-((1,4-oxazepan-6-yl)amino)pyrrolo[1,2-d][1,2,4]triazin-1-yl)-5-(trifluoromethyl)phenol hydrochloride